OC1C([C@]2(C(O)(O)O)[C@@H](C1)[C@@H]1CCC3CCCC[C@]3(C)[C@H]1CC2)=O tetrahydroxyandrostan-17-one